N-(R)-4-aza-1-indanyl(2-(3-isopropyl-6-(6-methyl-4-pyrimidinyl)-1,1-dioxo-5-[2-(tetrahydro-2H-pyran-4-yl)ethyl]-1λ6-thia-4-aza-7-indanyl)-1-thia-6-aza-7-indenyl)amine C1(CCC2=NC=CC=C12)NC=1N=CC=C2C=C(SC12)C=1C(=C(N=C2C(CS(C12)(=O)=O)C(C)C)CCC1CCOCC1)C1=NC=NC(=C1)C